N-(benzo[d][1,2]thiazepin-3-yl)-4-(3-methylphenyl)benzamide ((R)-2,2-Dimethyl-1,3-dioxolan-4-yl)methyl-(1-hydroxy-7-methyl-1,3-dihydrobenzo[c][1,2]oxaborole-carbonyl)-L-valinate CC1(OC[C@H](O1)CN([C@@H](C(C)C)C(=O)O)C(=O)C1C2=C(B(O1)O)C(=CC=C2)C)C.C2=NS(C=CC1=C2C=CC=C1)NC(C1=CC=C(C=C1)C1=CC(=CC=C1)C)=O